3,3'-(diisopropylsilanediyl)bis(4-bromo-N,N-dimethylaniline) C(C)(C)[Si](C=1C=C(N(C)C)C=CC1Br)(C=1C=C(N(C)C)C=CC1Br)C(C)C